C(C(C)(C)C)C(C(=O)N)(CC(=O)N)NC(C1=CN=CC=C1)=O (E)-neopentyl-2-(nicotinamido)succinamide